tert-butyl 9-(6-amino-5-((2-amino-3-chloropyridin-4-yl) thio) pyrazin-2-yl)-1-((tert-butoxycarbonyl) amino)-3,9-diazaspiro[5.5]undecane-3-carboxylate NC1=C(N=CC(=N1)N1CCC2(CCN(CC2NC(=O)OC(C)(C)C)C(=O)OC(C)(C)C)CC1)SC1=C(C(=NC=C1)N)Cl